3-(5-(1,3,4-oxadiazol-2-yl)pyridin-3-yl)-5-fluorophenyl cyclohexylcarbamate C1(CCCCC1)NC(OC1=CC(=CC(=C1)F)C=1C=NC=C(C1)C=1OC=NN1)=O